O-(2-(3-benzoylthioureido) ethyl) dithiocarbonate C([S-])(OCCNC(=S)NC(C1=CC=CC=C1)=O)=S